(4-acetamido-3-nitrophenyl)piperazine-1-carboxylic acid tert-butyl ester C(C)(C)(C)OC(=O)N1C(CNCC1)C1=CC(=C(C=C1)NC(C)=O)[N+](=O)[O-]